(3S)-N-((1S)-1-(5-((4,5-Dichloro-2,3-dihydro-1H-inden-2-yl)amino)pyridin-2-yl)-2,2,2-trifluoroethyl)-N-methyl-6-oxopiperidine-3-carboxamide ClC1=C2CC(CC2=CC=C1Cl)NC=1C=CC(=NC1)[C@@H](C(F)(F)F)N(C(=O)[C@@H]1CNC(CC1)=O)C